FC=1C(=CC=C2C(=NC(=NC12)OC[C@H]1N(CCC1)C)N1[C@H](CN(CC1)C(C=C)=O)C)C1=CC=CC2=CC=C(C(=C12)Cl)F 1-((S)-4-(8-fluoro-7-(8-chloro-7-fluoronaphthalen-1-yl)-2-(((S)-1-methylpyrrolidin-2-yl)methoxy)quinazolin-4-yl)-3-methylpiperazin-1-yl)prop-2-en-1-one